ClC1=C(C=CC=C1O)C(C)=O 1-(2-chloro-3-hydroxyphenyl)ethanone